3-Pyridinecarboxylic acid N1=CC(=CC=C1)C(=O)O